5-(dimethylamino)-4,5,6,7-tetrahydropyrazolo[1,5-a]pyridine-3-carboxylic acid CN(C1CC=2N(CC1)N=CC2C(=O)O)C